FC1=C(CN2C(NC=3C=NC=4N=C(C=CC4C32)OC)=O)C(=CC(=C1)S(=O)(=N)C)F 1-(2,6-difluoro-4-(S-methylsulfonimidoyl)benzyl)-7-methoxy-1,3-dihydro-2H-imidazo[4,5-c][1,8]naphthyridin-2-one